N1=CC(=CC=C1)C1=NNC(O1)=S 5-(pyridine-3-yl)-1,3,4-oxadiazole-2(3H)-thione